ClC1=CC2=C(N(C(=N2)C2=CC=CC=C2)C(=O)C2=CC=CC=C2)C=C1 (5-chloro-2-phenyl-1H-benzo[d]imidazol-1-yl)(phenyl)methanone